FC1=CC2=C(N=C(C3=C(C2)C=CC=C3)C3=CC=CC=C3)C=C1 2-Fluoro-6-phenyl-11H-dibenzo[b,e]azepine